1-Methyl-N-[2-methyl-5-({4-[(1,3-thiazol-2-ylamino)sulfonyl]phenyl}-carbamoyl)phenyl]-1H-imidazole-5-carboxamide CN1C=NC=C1C(=O)NC1=C(C=CC(=C1)C(NC1=CC=C(C=C1)S(=O)(=O)NC=1SC=CN1)=O)C